FC(C(C)([C@]1(CN(CC1)C(C)(C)C=1C=NC(=CC1)C)CCC=1SC(=CC1)F)NC(OC1=CC=CC=C1)=O)(F)F |o1:4| phenyl (1,1,1-trifluoro-2-((R or S)-3-(2-(5-fluoro-thiophen-2-yl)ethyl)-1-(2-(6-methylpyridin-3-yl)propan-2-yl)pyrrolidin-3-yl)propan-2-yl)carbamate